Deuterodichloromethane [2H]C(Cl)Cl